BrC=1C=C2C(=NC=NC2=CC1)N1CCC2(CN(C2)C(=O)OC(C)(C)C)CC1 Tert-butyl 7-(6-bromoquinazolin-4-yl)-2,7-diazaspiro[3.5]nonane-2-carboxylate